ClC1=C(C(=O)N2CC3=CC=CC(=C3C(N2)=O)C2=CC(=C(C(=O)OC)C=C2)N2CCOCC2)C(=CC(=C1)C=1C=NN(C1)C)Cl methyl 4-[2-[2,6-dichloro-4-(1-methylpyrazol-4-yl)benzoyl]-4-oxo-1,3-dihydrophthalazin-5-yl]-2-morpholin-4-ylbenzoate